Cl\C(=C/C=C/C1(SCCCS1)C1=CC(=C(C(=C1)OC)OC)OC)\C1=CC=C(C=C1)B1O[C@H]2[C@](O1)(C[C@H]1C([C@@H]2C1)(C)C)C (3aR,4S,6S,7aR)-2-(4-((1Z,3E)-1-chloro-4-(2-(3,4,5-trimethoxyphenyl)-1,3-dithian-2-yl)buta-1,3-dien-1-yl)phenyl)-5,5,7a-trimethylhexahydro-4,6-methanobenzo[d][1,3,2]dioxaborole